C(C)(C)(C)OC(=O)N1CCN(CC1)CC1=CC(=C(C=C1)N)NCC(CCCOC1=C(C=NN1C)C1=NC(=CC(=C1)C(=O)OC)C([2H])([2H])[2H])C 4-(4-amino-3-((5-((4-(4-(methoxycarbonyl)-6-(methyl-d3)pyridin-2-yl)-1-Methyl-1H-pyrazol-5-yl)oxy)-2-methylpentyl)amino)benzyl)piperazine-1-carboxylic acid tert-butyl ester